3-fluoro-N-methoxy-N-methyl-4-(trifluoromethyl)benzamide FC=1C=C(C(=O)N(C)OC)C=CC1C(F)(F)F